C(N)(O[Si](CC[Si](OC)(OC)OC)(C)C)=O dimethyl(2-(trimethoxysilyl)ethyl)silyl carbamate